C(#N)[C@H]1N(CSC1)C(CNC(=O)C1=CC=NC2=CC=C(C=C12)N1C(C(CCC1)(C)C)=O)=O (R)-N-(2-(4-Cyanothiazolidin-3-yl)-2-oxoethyl)-6-(3,3-dimethyl-2-oxopiperidin-1-yl)-quinoline-4-carboxamide